4-(tert-butyl)-N,N-bis(3-methoxybenzyl)oxazol-2-amine C(C)(C)(C)C=1N=C(OC1)N(CC1=CC(=CC=C1)OC)CC1=CC(=CC=C1)OC